(3-(difluoromethoxy)phenyl)methylamine FC(OC=1C=C(C=CC1)CN)F